The molecule is the S stereoisomer of alpha-phenylglycine. It is an enantiomer of a D-alpha-phenylglycine. It is a tautomer of a L-alpha-phenylglycine zwitterion. C1=CC=C(C=C1)[C@@H](C(=O)O)N